3-(3,4-Dimethylphenyl)benzo[C]cinnoline CC=1C=C(C=CC1C)C=1C=CC2=C(N=NC=3C=CC=CC23)C1